FC1=CC=C(C=C1)C1OCN=C(N1)C1=CC=CC=C1 (4-fluorophenyl)-4-phenyl-3,6-dihydro-2H-1,3,5-oxadiazine